2-[3-(7-methyl-2,7-diazaspiro[3.5]non-2-yl)-1,2,4-triazin-6-yl]-5-(1-methyl-1H-pyrazolo[3,4-b]pyridin-5-yl)phenol trifluoroacetate FC(C(=O)O)(F)F.CN1CCC2(CN(C2)C=2N=NC(=CN2)C2=C(C=C(C=C2)C=2C=C3C(=NC2)N(N=C3)C)O)CC1